ClC1=CC(=C(C#N)C(=C1)C1=C(C=NN1C)I)OC1CC1 4-chloro-2-cyclopropoxy-6-(4-iodo-1-methyl-1H-pyrazol-5-yl)benzonitrile